8-(5-Chloro-3-(trifluoromethyl)pyridin-2-yl)-9-(4-((1-(3-fluoropropyl)azetidin-3-yliden)methyl)phenyl)-6,7-dihydro-5H-benzo[7]annulen ClC=1C=C(C(=NC1)C=1CCCC2=C(C1C1=CC=C(C=C1)C=C1CN(C1)CCCF)C=CC=C2)C(F)(F)F